1-(3,7-di(1H-indazol-5-yl)-10H-benzo[b]pyrido[2,3-e][1,4]oxazin-10-yl)-3-morpholinopropan-2-ol N1N=CC2=CC(=CC=C12)C1=CC2=C(N(C3=C(O2)C=C(C=C3)C=3C=C2C=NNC2=CC3)CC(CN3CCOCC3)O)N=C1